2-methyl-2-(5,6,7,8-tetrahydroquinoline-3-carboxamido)propyl 3-fluorobenzoate FC=1C=C(C(=O)OCC(C)(NC(=O)C=2C=NC=3CCCCC3C2)C)C=CC1